6-(4-bromo-2-chloro-phenylamino)-7-fluoro-3H-benzoimidazole-5-carboxylic acid cyclopropylmethoxy-amide C1(CC1)CONC(=O)C1=CC2=C(N=CN2)C(=C1NC1=C(C=C(C=C1)Br)Cl)F